(8-((1S,2S)-2-(4-chlorophenyl)cyclopropyl)imidazo[1,2-b]pyridazin-6-yl)pyrimidine-2,4(1H,3H)-dione ClC1=CC=C(C=C1)[C@@H]1[C@H](C1)C=1C=2N(N=C(C1)N1C(NC(C=C1)=O)=O)C=CN2